[Cl-].BrC1=CC(=C(C=C1)N[NH3+])F 2-(4-bromo-2-fluorophenyl)hydrazin-1-ium chloride